magnesium nickel salt [Ni].[Mg]